CN(C1CCN(CC1)C=1C=CC=2N(C(C=C(N2)C=2C=CC3=C(N=C(S3)C)C2)=O)C1)C 7-[4-(dimethylamino)piperidin-1-yl]-2-(2-methyl-1,3-benzothiazol-5-yl)-4H-pyrido[1,2-a]pyrimidin-4-one